5-((4-(cyclohexylamino)-5-fluoro-pyrimidin-2-yl)amino)benzo[c][1,2]oxaborol-1(3H)-ol C1(CCCCC1)NC1=NC(=NC=C1F)NC1=CC2=C(B(OC2)O)C=C1